C(C)OC(C(=O)NC1=CC=C(C=C1)N1C(CCCC1)=O)=O 2-ethoxy-2-oxo-N-(4-(2-oxopiperidin-1-yl)-phenyl)acetamide